2'-(dicyclohexylphosphanyl)-N,N-dimethyl[1,1'-biphenyl]-2-amine C1(CCCCC1)P(C1=C(C=CC=C1)C=1C(=CC=CC1)N(C)C)C1CCCCC1